C(C)(C)(C)OC(=O)NC1=CC=C(C=C1)C=1SC=C(N1)C(=O)NC(C(=O)N[C@@H](C)C(=O)OC)=C methyl (2-(2-(4-((tert-butoxycarbonyl) amino) phenyl) thiazole-4-carboxamido) acryl)-L-alaninate